OC1=C(C=CC=C1OC)C1=C(C=CC=C1)B(O)O (2-hydroxy-3-methoxyphenyl)benzeneboronic acid